1-(2,6-Dihydroxyphenyl)-3-(4-hydroxyphenyl)prop-2-en-1-one OC1=C(C(=CC=C1)O)C(C=CC1=CC=C(C=C1)O)=O